FC1=C(C=C(C(=C1)OC1=CC2=C(N(C=N2)C)C=C1)C)NC=1C2=C(N=CN1)C=CC(=N2)N2C[C@@H](N[C@@H](C2)C)C (2S,6R)-4-(4-((2-fluoro-5-methyl-4-((1-methyl-1H-benzo[d]imidazol-5-yl)oxy)phenyl)amino)pyrido[3,2-d]pyrimidin-6-yl)-2,6-dimethylpiperazin